S(=O)(=O)([O-])[O-].[Na+].C(CCCCCCCCCCC)OCCCCCCCCCCCC.[Na+] mono-dodecyl ether sodium sulfate